ClC=1C=C(C=CC1)/C=C/C(=O)NCC(=O)N1CCN(CCC1)S(=O)(=O)C (E)-3-(3-chlorophenyl)-N-(2-(4-(methylsulfonyl)-1,4-diazepan-1-yl)-2-oxoethyl)acrylamide